(3as,6r,7as)-6-((S)-1-(4-fluorophenyl)-1,2,3,4-tetrahydroisoquinoline-2-carbonyl)hexahydro-2H-pyrano[4,3-d]Oxazol-2-one FC1=CC=C(C=C1)[C@@H]1N(CCC2=CC=CC=C12)C(=O)[C@H]1C[C@@H]2NC(O[C@@H]2CO1)=O